C(C)(=O)NN(C(=O)C1=CC=2C3=C(C(=NC2C=C1F)N)C=NN3C)CC=3SC1=C(N3)C=C(C=C1)C(F)(F)F N'-acetyl-4-amino-7-fluoro-1-methyl-N-((5-(trifluoromethyl)benzo[d]thiazol-2-yl)methyl)-1H-pyrazolo[4,3-c]quinoline-8-carbohydrazide